CC1(CC=2C(=CN=C(C2)C(N)=N)O1)C 2,2-dimethyl-2,3-dihydrofuro[2,3-c]pyridine-5-carboximidamide